4-((R)-2-methylmorpholino)pyridin-2(1H)-one C[C@H]1OCCN(C1)C1=CC(NC=C1)=O